FC1=C(OC=2N=CC(=NC2)NC([C@H](C)N2CC(N(CC2)C(=O)[C@H]2CCC3=C(N(C=N3)C)C2)(C)C)=O)C=CC(=C1)F (S)-N-(5-(2,4-difluorophenoxy)pyrazin-2-yl)-2-(3,3-dimethyl-4-((S)-1-methyl-4,5,6,7-tetrahydro-1H-benzo[d]imidazole-6-carbonyl)piperazin-1-yl)propanamide